CS(=O)(=O)C1=CC=C(C=C1)C1=CC=CC=2N1N=C(N2)NC2=CC=C(C=C2)N2CCN(CC2)C(CCCCC#CC2=CC=C1CN(C(C1=C2)=O)C2C(NC(CC2)=O)=O)=O 3-(6-(7-(4-(4-((5-(4-(methylsulfonyl)phenyl)-[1,2,4]triazolo[1,5-a]pyridin-2-yl)amino)phenyl)piperazin-1-yl)-7-oxohept-1-yn-1-yl)-1-oxoisoindolin-2-yl)piperidine-2,6-dione